(2,4-dimethoxyphenyl)methanol COC1=C(C=CC(=C1)OC)CO